CC1=CC=C(S1)C1=NNC(O1)=O 5-(5-methylthiophene-2-yl)-1,3,4-oxadiazol-2(3H)-one